NC1CC(C(C(C1)=CC1=CC=CC=C1)=O)=CC1=CC=CC=C1 4-amino-2,6-bis(phenylmethylen)cyclohexanone